BrC1=C(C=CC=C1)NC(=S)C1=CC2=CC=CC=C2C=C1 N-(2-Bromophenyl)thionaphthalene-2-carboxamide